CC1=NC2=C(N1)C=C(C=C2C(=O)O)C2=CC=C(C=C2)C2=CC=C(C=C2)CN2CCCCC2 2-methyl-6-(4'-(piperidin-1-ylmethyl)-[1,1'-biphenyl]-4-yl)-1H-benzo[d]imidazole-4-carboxylic acid